C(CC=C)C1(C(C(CC1)(C)C)=O)C 2-(3-buten-1-yl)-2,5,5-trimethylcyclopentanone